FC=1C=C(C=C(C1C(F)(F)F)N[C@@H](C)C1CCNCC1)C1=NNC(O1)=O 5-[3-Fluoro-5-{[(1S)-1-(piperidin-4-yl)ethyl]amino}-4-(trifluoromethyl)phenyl]-1,3,4-oxadiazol-2(3H)-one